N-(2-aminoethyl)nicotinamide C1=CC(=CN=C1)C(=O)NCCN